SCSC(CSSCC(SCS)SCS)SCS 1,1,6,6-Tetrakis(mercaptomethylthio)-3,4-dithiahexan